FC1=C(C=CC=C1)CC1=CC2=C(NC1=O)C(CN2C(=O)OC(C)(C)C)(C)C tert-Butyl 6-[(2-fluorophenyl)methyl]-3,3-dimethyl-5-oxo-1H,2H,3H,4H,5H-pyrrolo[3,2-b]pyridine-1-carboxylate